ClC1=CCCC=CCC1 Chloro-(1,5-cyclooctadien)